C1(CCCCCC1)C1=NNC=C1CC(CNC)NC 1-((3-cycloheptyl-1H-pyrazol-4-yl)methyl)-N1,N2-dimethylethane-1,2-diamine